3-hydroxy-6-(4-methoxyphenylethyl)-5-methyl-2-propylisonicotinic acid methyl ester COC(C1=C(C(=NC(=C1C)CCC1=CC=C(C=C1)OC)CCC)O)=O